3-(N-(4-bromophenyl)sulfamoyl)-N-(3-nitrophenyl)benzamide BrC1=CC=C(C=C1)NS(=O)(=O)C=1C=C(C(=O)NC2=CC(=CC=C2)[N+](=O)[O-])C=CC1